ClC1=CC=C(C=C1)C(CSC1=NN=C(N1)C1=CC(=CC(=C1)Cl)Cl)=O 1-(4-chlorophenyl)-2-((5-(3,5-dichlorophenyl)-4H-1,2,4-triazol-3-yl)thio)ethan-1-one